diamylphenol CCCCCC1=CC(=C(C=C1)O)CCCCC